4-(2-(4-chlorophenyl)cyclopropyl)-6-(2,4-dioxo-1,2,3,4-tetrahydropyrimidin-5-yl)pyridazine-3-carbonitrile ClC1=CC=C(C=C1)C1C(C1)C1=C(N=NC(=C1)C=1C(NC(NC1)=O)=O)C#N